(2-(4-(oxetan-3-yloxy)phenyl)-6-oxo-5-((3-phenylpropyl)amino)pyrimidin-1(6H)-yl)acetic acid O1CC(C1)OC1=CC=C(C=C1)C=1N(C(C(=CN1)NCCCC1=CC=CC=C1)=O)CC(=O)O